FC1=C(C=CC(=C1)F)C1=NN(C(=C1)C(F)(F)F)CC1=CC=C(C=C1)C1=NOC(=N1)C(F)(F)F 3-[4-[[3-(2,4-difluorophenyl)-5-(trifluoromethyl)pyrazol-1-yl]methyl]phenyl]-5-(trifluoromethyl)-1,2,4-oxadiazole